The molecule is an indane-derived stilbenoid that is a homodimer obtained by cyclodimerisation of resveratrol. It has a role as a plant metabolite and an antioxidant. It is a polyphenol, a stilbenoid and a member of indanes. It derives from a resveratrol. C1=CC(=CC=C1/C=C/2\\[C@H]([C@@H](C3=C2C=C(C=C3O)O)C4=CC=C(C=C4)O)C5=CC(=CC(=C5)O)O)O